CC1=CC(=NC=C1)C(CC#N)=O 3-(4-methylpyridin-2-yl)-3-oxopropanenitrile